C(CC#CCCCC)OC=1C=C(C=C(C1)CCCCCCCCCCCCCCC)O 3-(oct-3-yn-1-yloxy)-5-pentadecylphenol